5-{6-[2-(7-Fluoro-4-methoxy-2-methyl-indol-1-yl)-ethylamino]-pyrimidin-4-yl}-3-propoxy-thiophen FC=1C=CC(=C2C=C(N(C12)CCNC1=CC(=NC=N1)C1=CC(=CS1)OCCC)C)OC